ClC1=CC=C(CNC(NC2=CC=C(CNC(=O)[C@H]3N(CC3)C)C=C2)=O)C=C1 (S)-N-(4-(3-(4-chlorobenzyl)ureido)benzyl)-1-methylazetidine-2-carboxamide